4-[(2,3-dimethyl-5-nitro-phenyl)methyl]morpholine CC1=C(C=C(C=C1C)[N+](=O)[O-])CN1CCOCC1